2-[[2-(3,5-difluoro-2-pyridyl)-2-methyl-propanoyl]amino]-4-[[3-fluoro-2-methoxy-propyl]-[4-(5,6,7,8-tetrahydro-1,8-naphthyridin-2-yl)butyl]amino]butanoic acid FC=1C(=NC=C(C1)F)C(C(=O)NC(C(=O)O)CCN(CCCCC1=NC=2NCCCC2C=C1)CC(CF)OC)(C)C